C(C1CO1)OCCC[SiH2]C(OC)OC (3-glycidyloxypropyl)dimethoxymethyl-silane